O1SNC=C1 Oxathiazol